Cl.ClCC=1C=NC=NC1 5-(chloromethyl)pyrimidine hydrochloride